ClC1=CN=C2N1N=C(C=C2[C@H]2[C@@H](C2)C(F)(F)F)C=2C(NC(NC2)=O)=O 5-(3-chloro-8-((1R,2R)-2-(trifluoromethyl)cyclopropyl)imidazo[1,2-b]pyridazine-6-yl)pyrimidine-2,4(1H,3H)-dione